C(C)(C)(C)C1=CC=C(C=C1)C1=CC(=CC=C1)C1=NN(C(=C1CC1=CC(=C(C=C1)S(N)(=O)=O)F)CC1CC1)C=1SC=C(N1)C(=O)O 2-(3-(4'-(tert-butyl)-[1,1'-biphenyl]-3-yl)-5-(cyclopropylmethyl)-4-(3-fluoro-4-sulfamoylbenzyl)-1H-pyrazol-1-yl)thiazole-4-carboxylic acid